FC=1C=C(C=C(C1)F)C(C)NC=1C=C2C(=NNC2=CC1)C=CC1=CC=NC=C1 N-(1-(3,5-difluorophenyl)ethyl)-3-(2-(pyridin-4-yl)vinyl)-1H-indazol-5-amine